FC(C=1C=C(O[C@H]2CN(CC2)C2(CCC(CC2)(F)F)C(=O)OC)C=CC1)(F)F methyl 1-[(3R)-3-[3-(trifluoromethyl) phenoxy] pyrrolidin-1-yl]-4,4-difluorocyclohexane-1-carboxylate